FC=1C=C(C=CC1)C1=NOC(=N1)C(CC(=O)O)NC(=O)C=1N(N=C(C1)C(F)(F)F)C 3-[3-(3-fluorophenyl)-1,2,4-oxadiazol-5-yl]-3-[[2-methyl-5-(trifluoromethyl)pyrazole-3-carbonyl]amino]propanoic acid